2-(methylsulfanyl)-7-nitro-5H-pyrrolo[3,2-d]pyrimidine CSC=1N=CC2=C(N1)C(=CN2)[N+](=O)[O-]